4,6-dichloro-N-(1,1-dimethylsilinan-4-yl)-3-methyl-1H-indole-2-carboxamide ClC1=C2C(=C(NC2=CC(=C1)Cl)C(=O)NC1CC[Si](CC1)(C)C)C